triazinyl-benzamide N1=NN=C(C=C1)C1=C(C(=O)N)C=CC=C1